(5R)-5-((2H-1,2,3-triazol-2-yl)methyl)-3-(3-fluoro-4-(1-oxo-1,4-thiazepan-4-yl)phenyl)oxazolidin-2-one N=1N(N=CC1)C[C@H]1CN(C(O1)=O)C1=CC(=C(C=C1)N1CCS(CCC1)=O)F